C[N+](CCOC(C=C)=O)(C)C N,N,N-trimethyl-2-((1-oxo-2-propenyl)oxy)ethanaminium